N,N-dimethyl-sulfonamide hydrochloride Cl.CN(S(=O)=O)C